FC=1C=C(C=CC1)CNC(=O)C=1C(=NC2=CC=CC=C2C1C(F)(F)F)OC(C)C N-[(3-fluorophenyl)-methyl]-2-isopropoxy-4-(trifluoromethyl)-quinoline-3-carboxylic acid amide